NC1=CC=CC(=N1)S(=O)(=O)NC(=O)C=1C(=NC(=CC1)C1=CC(=C(C=C1)OC)OCC)OC1=C(C=C(C=C1C)C)C N-[(6-Amino-2-pyridyl)sulfonyl]-6-(3-ethoxy-4-methoxyphenyl)-2-(2,4,6-trimethylphenoxy)pyridin-3-carboxamid